(S)-4-(7-bromo-4-((2-fluoro-4-((5-fluoropyridin-3-yl)oxy)-5-methylphenyl)amino)pyrido[3,2-d]pyrimidin-6-yl)-2-(hydroxymethyl)piperazine-1-carboxylic acid tert-butyl ester C(C)(C)(C)OC(=O)N1[C@@H](CN(CC1)C=1C(=CC=2N=CN=C(C2N1)NC1=C(C=C(C(=C1)C)OC=1C=NC=C(C1)F)F)Br)CO